O1COC2=C1C=CC(=C2)CNC(CC2=CC=C(C=C2)N(C(C2=C(C=CC=C2)C)=O)CC2=CC(=CC=C2)C)=O N-(4-(2-((benzo[d][1,3]dioxol-5-ylmethyl)amino)-2-oxoethyl)phenyl)-2-methyl-N-(3-methylbenzyl)benzamide